F[C@@H]1[C@H]2CCC[C@@H](C[C@@H]1OC1=CC=C(N=N1)C=1C=C3C=CN=CC3=CC1O)N2 6-(6-(((1r,2r,3s,5s)-2-fluoro-9-azabicyclo[3.3.1]non-3-yl)oxy)pyridazin-3-yl)isoquinolin-7-ol